FC(C(=O)O)(F)F.CN(C=1SC=2N=C(SC2N1)C1=NC=C(N=C1)C=1C=NNC1)C1C[C@]2(CC[C@@](C1)(N2C)C)C N-Methyl-5-[5-(1H-pyrazol-4-yl)pyrazin-2-yl]-N-[(1R,3s,5S)-1,5,8-trimethyl-8-azabicyclo[3.2.1]octan-3-yl][1,3]thiazolo[5,4-d][1,3]thiazol-2-amin Trifluoroacetat